tert-butyl ((1S,2R,4S)-2-azido-4-(dimethylcarbamoyl)cyclohexyl)carbamate N(=[N+]=[N-])[C@H]1[C@H](CC[C@@H](C1)C(N(C)C)=O)NC(OC(C)(C)C)=O